C(C)N([C@H](C(=O)O)CC1=CC=C(C=C1)C(F)(F)F)C(=O)OCC1C2=CC=CC=C2C=2C=CC=CC12 (2S)-2-[ethyl-(9H-fluoren-9-ylmethoxycarbonyl)amino]-3-[4-(trifluoromethyl)phenyl]propionic acid